The molecule is a hydroxy monocarboxylic acid anion resulting from the deprotonation of the carboxy group of (R)-2-hydroxy-3-methylbutyric acid. The major species at pH 7.3. It is a conjugate base of a (R)-2-hydroxy-3-methylbutyric acid. It is an enantiomer of a (S)-2-hydroxy-3-methylbutyrate. CC(C)[C@H](C(=O)[O-])O